O=C1NCCCC[C@@H]1NC1=NC=2C=CC=CC2C=2N1N=CN2 5-{[(3S)-2-oxoazepan-3-yl]amino}[1,2,4]triazolo[1,5-c]quinazolin